FC1=C(C#N)C=CC(=C1)CC(=O)N1CCN(CC1)C 2-fluoro-4-[2-(4-methylpiperazin-1-yl)-2-oxo-ethyl]benzonitrile